ClC=1C=C(C=CC1OC=1C2=C(N=CN1)C=C(C(=N2)OC)OCCOC)NC(=O)C2(CC2)C(=O)NC2=CC=C(C=C2)F 1-N'-[3-chloro-4-[6-methoxy-7-(2-methoxyethoxy)pyrido[3,2-d]pyrimidin-4-yl]oxyphenyl]-1-N-(4-fluorophenyl)cyclopropane-1,1-dicarboxamide